C(#N)C1=C(C=C(OC2C(C(C2(C)C)NC(C2=CC=C(C=C2)C#CC2CCC(CC2)=O)=O)(C)C)C=C1)OC N-[3-(4-cyano-3-methoxy-phenoxy)-2,2,4,4-tetramethyl-cyclobutyl]-4-[2-(4-oxocyclohexyl)ethynyl]benzamide